3-((L-valinyl)amino)-3,3-dideutero-1-propanesulfonic acid N[C@@H](C(C)C)C(=O)NC(CCS(=O)(=O)O)([2H])[2H]